4-(6-chloro-2-(trifluoromethyl)pyrimidin-4-yl)-1-oxa-4-azaspiro[5.5]undecane ClC1=CC(=NC(=N1)C(F)(F)F)N1CCOC2(C1)CCCCC2